trimethyl-silainine CC=1C(=[Si](C=CC1)C)C